ClC1=NC=2N(C(=C1)NCC=1C=CC(=NC1)OCCN1CCN(CC1)C(=O)OC(C)(C)C)N=CC2CC tert-butyl 4-[2-[[5-[[(5-chloro-3-ethyl-pyrazolo[1,5-a]pyrimidin-7-yl)amino]methyl]-2-pyridyl]oxy]ethyl]piperazine-1-carboxylate